N-(3-chloro-2-nitrophenyl)prop-2-enamide ClC=1C(=C(C=CC1)NC(C=C)=O)[N+](=O)[O-]